3-(6-Azaspiro[2.5]octan-6-yl)-N-(3-(o-tolylcarbamoyl)phenyl)isonicotinamide C1CC12CCN(CC2)C2=C(C(=O)NC1=CC(=CC=C1)C(NC1=C(C=CC=C1)C)=O)C=CN=C2